C1(=CC=CC=C1)S(=O)(=O)N1C=C(C2=CC=CC=C12)C1=NC(=NC=C1Cl)N[C@H]1CN(CCC1)C(=O)OC(C)(C)C tert-butyl (3R)-3-([4-[1-(benzenesulfonyl)indol-3-yl]-5-chloropyrimidin-2-yl]amino)piperidine-1-carboxylate